N1(CCCC1)C1=CC=C(C=C1)C(C#C)(O)C=1SC=CC1 1-(4-(pyrrolidin-1-yl)phenyl)-1-(thiophen-2-yl)prop-2-yn-1-ol